BrC1=CC=C(C2=CC=CC=C12)C=C 4-bromo-1-vinylnaphthalene